FC=1C(=NC=CC1)CNC(=O)C=1N=C(OC1)CCNCCC1=NC2=C(N1CCOCCOC)C=CC=C2 N-((3-fluoropyridin-2-yl)methyl)-2-(2-((2-(1-(2-(2-methoxyethoxy)ethyl)-1H-benzo[d]imidazol-2-yl)ethyl)amino)ethyl)oxazole-4-carboxamide